5,10,15,20-tetrakis(4-methoxyphenyl)-21H,23H-porphine iron(III) chloride [Fe](Cl)(Cl)Cl.COC1=CC=C(C=C1)C=1C2=CC=C(N2)C(=C2C=CC(C(=C3C=CC(=C(C=4C=CC1N4)C4=CC=C(C=C4)OC)N3)C3=CC=C(C=C3)OC)=N2)C2=CC=C(C=C2)OC